C(C)OP(=O)(OCC)CC1CCN(CCC1)C(=O)OC(C)(C)C tert-butyl 4-((diethoxyphosphoryl)methyl)azepane-1-carboxylate